FC1=CC(=C(CC(=O)N)C=C1)C=C (4-fluoro-2-vinylbenzyl)carboxamide